methyl 2-[4-({5H,6H,7H,8H-pyrido[3,4-d]pyrimidin-2-yl}amino)phenyl]acetate N1=C(N=CC2=C1CNCC2)NC2=CC=C(C=C2)CC(=O)OC